C(C)S(=O)(=O)C1=C(N=C2N1C=CC(=C2)C2(CC2)C#N)N2CC1=NC=C(C=C1C2=O)C(F)(F)F 1-[3-ethylsulfonyl-2-[5-oxo-3-(trifluoromethyl)-7H-pyrrolo[3,4-b]pyridin-6-yl]imidazo[1,2-a]pyridin-7-yl]cyclopropanecarbonitrile